N-(5-((6-((R)-3-(3-chloro-2-methylphenyl)isoxazolidine-2-yl)pyrimidine-4-yl)amino)-2-((R)-3-(dimethylamino)pyrrolidine-1-yl)-4-methoxyphenyl)acrylamide 4-Isopropylphenyl-acetate C(C)(C)C1=CC=C(C=C1)CC(=O)O.ClC=1C(=C(C=CC1)[C@@H]1N(OCC1)C1=CC(=NC=N1)NC=1C(=CC(=C(C1)NC(C=C)=O)N1C[C@@H](CC1)N(C)C)OC)C